C(C)(C)N1C(N(C(C=C1)=O)C1=NC=C(C=C1)C)=O 1-isopropyl-3-(5-methylpyridin-2-yl)-2,4-dioxo-1,2,3,4-tetrahydropyrimidine